S1CN=C2C1=NC=N2 Imidazothiazole